(6-bromopyridin-3-yl)-1,3-dihydrospiro[indene-2,4'-piperidine] BrC1=CC=C(C=N1)N1CCC2(CC1)CC1=CC=CC=C1C2